N1=CC=C(C=C1)CCCN 3-(4-pyridyl)propylamine